[C@H]1(C2(CC3=CC=CC=C13)CNC2)N (1's)-1',3'-dihydrospiro[azetidine-3,2'-indene]-1'-amine